C1(CC1)CN1CCC(CC1)C(NS(=O)C(C)(C)C)C1=C(C=C(C(=C1)Cl)Cl)OCC=C N-[[1-(cyclopropylmethyl)piperidin-4-yl][4,5-dichloro-2-(prop-2-en-1-yloxy)phenyl]methyl]-2-methylpropane-2-sulfinamide